tert-butyl 4-[5'-fluoro-1-(5-methoxy-5-oxopentyl)-1'-methyl-[4,6'-biindazol]-3-yl]piperidine-1-carboxylate FC=1C=C2C=NN(C2=CC1C=1C=2C(=NN(C2C=CC1)CCCCC(=O)OC)C1CCN(CC1)C(=O)OC(C)(C)C)C